dichloro-dimethyl-disilacyclobutane Cl[Si]1([Si](CC1)(C)C)Cl